CC1(C=C(C=C2C=C3C=C4C=5C=CC=CC5C=5C=CC=CC5C4=CC3=C12)B1OC(C(O1)(C)C)(C)C)C 2-(10,10-dimethyl-10H-indeno[2,1-b]triphenylen-12-yl)-4,4,5,5-tetramethyl-1,3,2-dioxaborolan